Br.[N+](=O)([O-])C1=CC=C(CN)C=C1 4-nitrobenzylamine hydrobromide